CN1C=2C=3C=CC=C(CCCCC(C(NC2C=N1)=O)C)C3 methyl-9-methyl-3,4,7-triazatricyclo[12.3.1.02,6]octadeca-1(18),2(6),4,14,16-pentaen-8-one